C1(=CC=CC=C1)[C@H]1CCN2N=C(C=C21)C(=O)O (4R)-4-phenyl-4H,5H,6H-pyrrolo[1,2-b]pyrazole-2-carboxylic acid